O[C@@H]1C[C@H](N(C1)C(=O)[C@H](C(C)(C)C)NC(CCCC(=O)OC(C)(C)C)=O)C(NCC1=CC=C(C=C1)C1=C(N=CS1)C)=O tert-butyl 5-[[(1S)-1-[(2S,4R)-4-hydroxy-2-[[4-(4-methylthiazol-5-yl)phenyl]methylcarbamoyl]pyrrolidine-1-carbonyl]-2,2-dimethyl-propyl]amino]-5-oxo-pentanoate